ethylene glycol bis[3,3-bis(3-tert-butyl-4-hydroxyphenyl) butyrate] C(C)(C)(C)C=1C=C(C=CC1O)C(CC(=O)OCCOC(CC(C)(C1=CC(=C(C=C1)O)C(C)(C)C)C1=CC(=C(C=C1)O)C(C)(C)C)=O)(C)C1=CC(=C(C=C1)O)C(C)(C)C